FC1=CC(=CC=2NC(=NC21)C=2NC=C(C2)C(C2=C(C=CC=C2)C(F)(F)F)=O)N2CCN(CC2)C(CO)=O 1-(4-(4-fluoro-2-(4-(2-(trifluoromethyl)benzoyl)-1H-pyrrol-2-yl)-1H-benzo[d]imidazol-6-yl)piperazin-1-yl)-2-hydroxyethanone